C(C)(C)(C)OC(N(C=1C=C2C=CNC2=CC1)C(=O)OC(C)(C)C)=O (tert-Butoxycarbonyl)(1H-indol-5-yl)carbamic acid tert-butyl ester